benzyl 3-propionylpiperidine-1-carboxylate C(CC)(=O)C1CN(CCC1)C(=O)OCC1=CC=CC=C1